CO[C@@]1([C@H](O)[C@H](O)[C@@H](CO)O1)N1C=NC=2C(O)=NC=NC12 methoxyinosine